COC[C@H]1CNCCN1 (R)-3-(methoxymethyl)piperazine